1-((2R,3R,4R,5R)-5-((bis(4-methoxyphenyl)(phenyl)methoxy)methyl)-3-((tert-butyldimethylsilyl)oxy)-4-hydroxytetrahydrofuran-2-yl)-3,4-dihydropyrimidin-2(1H)-one COC1=CC=C(C=C1)C(OC[C@@H]1[C@H]([C@H]([C@@H](O1)N1C(NCC=C1)=O)O[Si](C)(C)C(C)(C)C)O)(C1=CC=CC=C1)C1=CC=C(C=C1)OC